(S)-6-(3-(cyanomethyl)piperazin-1-yl)-N-(3-hydroxynaphthalen-1-yl)-2-(pyridin-3-yl)pyrimidine-4-carboxamide C(#N)C[C@H]1CN(CCN1)C1=CC(=NC(=N1)C=1C=NC=CC1)C(=O)NC1=CC(=CC2=CC=CC=C12)O